2-(1-(6-chloropyridin-3-yl)ethyl)-6-fluoro-2-azaspiro[3.3]heptane ClC1=CC=C(C=N1)C(C)N1CC2(C1)CC(C2)F